(3-methacryloxy)propylmethyl-dimethoxysilane C(C(=C)C)(=O)OCCC[Si](OC)(OC)C